methyl (S)-3-((2-chloro-3-(3-methoxypyrrolidin-1-yl)phenyl)thio)propanoate ClC1=C(C=CC=C1N1C[C@H](CC1)OC)SCCC(=O)OC